CN1C=CC2=C1N=CC=C2C(=O)N[C@@H](CCO[C@@H]2C[C@H](C2)CCC2=NC=1NCCCC1C=C2)C(=O)O N-(1-methyl-1H-pyrrolo[2,3-b]pyridine-4-carbonyl)-O-(trans-3-(2-(5,6,7,8-tetrahydro-1,8-naphthyridin-2-yl)ethyl)cyclobutyl)homoserine